2,6-bis(p-azidobenzylidene)cyclohexane N(=[N+]=[N-])C1=CC=C(C=C2CC(CCC2)=CC2=CC=C(C=C2)N=[N+]=[N-])C=C1